P([O-])(=O)(OP(=O)([O-])[O-])OC[C@@H]1[C@H]([C@H]([C@@H](O1)N1C=NC=2C(N)=NC=NC12)O)O.[Li+].[Li+].[Li+] tri-lithium adenosine-5'-diphosphate